C(#N)C=1C=C(CNC2=NC=C(C=N2)C(=O)O)C=C(C1)OC(F)(F)F 2-((3-cyano-5-(trifluoromethoxy)benzyl)amino)pyrimidine-5-carboxylic acid